Cl.FC=1C=C(C(=O)N)C=CC1OC[C@@H](C)O 3-fluoro-4-((R)-2-hydroxypropoxy)benzamide hydrochloride